FC1=C2C=CN=CC2=C(C(=C1)F)C(=O)OC methyl 5,7-difluoroisoquinoline-8-carboxylate